2-((4-chloro-2-((2-(dimethylamino)ethyl)amino)phenyl)sulfonamido)-3-(6-fluoro-2,3-dimethylphenyl)butanoic acid ClC1=CC(=C(C=C1)S(=O)(=O)NC(C(=O)O)C(C)C1=C(C(=CC=C1F)C)C)NCCN(C)C